5-norbornene-2-acetic acid C12C(CC(C=C1)C2)CC(=O)O